Cl.FC1=CC=C(C=C1)C(CN1CCC(CC1)NC)=O 1-(4-fluorophenyl)-2-(4-(methylamino)piperidin-1-yl)ethan-1-one hydrochloride salt